1,4-bis(di-phenylphosphino)butane C1(=CC=CC=C1)P(CCCCP(C1=CC=CC=C1)C1=CC=CC=C1)C1=CC=CC=C1